3-(Dimethylamino)propyl (5-(2-fluoro-5-((4-oxo-3,4-dihydrophthalazin-1-yl)methyl)phenyl)-1H-benzoimidazol-2-yl)carbamate FC1=C(C=C(C=C1)CC1=NNC(C2=CC=CC=C12)=O)C1=CC2=C(NC(=N2)NC(OCCCN(C)C)=O)C=C1